(R)-pantothenol OCCCNC([C@H](O)C(C)(C)CO)=O